methyl 4-(2-(4-formylpiperidin-1-yl)-2-oxoethyl)benzoate C(=O)C1CCN(CC1)C(CC1=CC=C(C(=O)OC)C=C1)=O